O=C1NC2=CC=C(C=C2CC12CC2)C2=CCCCN2C(=O)OCCCC butyl 6-(2'-oxo-1',4'-dihydro-2'H-spiro[cyclopropane-1,3'-quinolin]-6'-yl)-3,4-dihydropyridine-1(2H)-carboxylate